FC=1C=C2C[C@H](CN3C2=C(C1F)C=C3)N(C)C (R)-8,9-difluoro-N,N-dimethyl-5,6-dihydro-4H-pyrrolo[3,2,1-ij]quinolin-5-amine